tert-butyl 7-(4-((4-(2-(3-chloro-4-(2-chloroethoxy)-5-cyanophenyl)propan-2-yl)phenoxy)methyl)pyrimidin-2-yl)-2,7-diazaspiro[3.5]nonane-2-carboxylate ClC=1C=C(C=C(C1OCCCl)C#N)C(C)(C)C1=CC=C(OCC2=NC(=NC=C2)N2CCC3(CN(C3)C(=O)OC(C)(C)C)CC2)C=C1